(1S,4r,6S)-6-methoxy-1-methyl-2-azaspiro[3.3]heptane COC1CC2(CN[C@H]2C)C1